4-[(2-methoxy-4-{6-oxo-2h,4h,5h,6h,7h-pyrazolo[3,4-b]pyridin-4-yl}phenoxy)methyl]-3-(trifluoromethyl)benzaldehyde COC1=C(OCC2=C(C=C(C=O)C=C2)C(F)(F)F)C=CC(=C1)C1C=2C(NC(C1)=O)=NNC2